tert-Butyl (2-(5-(pyridin-4-yl)-1H-indole-2-carboxamido)ethyl)carbamate N1=CC=C(C=C1)C=1C=C2C=C(NC2=CC1)C(=O)NCCNC(OC(C)(C)C)=O